ClCC1=CC=C(C=C1)B(O)O 4-CHLOROMETHYLPHENYLBORONIC ACID